2-(di(4-vinylbenzyl)phosphoryl)acetic acid C(=C)C1=CC=C(CP(=O)(CC2=CC=C(C=C2)C=C)CC(=O)O)C=C1